F[C@H]1C[C@H](OC1)C=1C(=NC(=CC1)N1C=NC2=C1C=C(C(=C2)NC=2N=NC(=CC2)C)OC)N2N=C(C=C2C)C#N 1-[3-[(2S,4S)-4-fluorotetrahydrofuran-2-yl]-6-[6-methoxy-5-[(6-methylpyridazin-3-yl)amino]benzimidazol-1-yl]-2-pyridyl]-5-methyl-pyrazole-3-carbonitrile